C(C1=CC=CC=C1)OC1=CC2=C(N(C(=N2)C2=CC=C(C=C2)OC)CC2=CC=C(C=C2)Cl)C=C1 5-(Benzyloxy)-1-(4-Chlorobenzyl)-2-(4-Methoxyphenyl)-1H-Benzo[d]imidazole